BrC1=NC=CC(=C1)C=1C=C(NC1C1=CC=C(C=C1)F)C1CCN(CC1)C(=O)OC(C)(C)C tert-Butyl 4-(4-(2-bromopyridin-4-yl)-5-(4-fluorophenyl)-1H-pyrrol-2-yl)piperidine-1-carboxylate